tributyl(pyrimidin-4-yl)stannane C(CCC)[Sn](C1=NC=NC=C1)(CCCC)CCCC